COC(C1=CC(OC)=C(O)C=C1)=O methylvanillate